C(CC(C)C)Cl iso-pentyl chloride